Tetrabutylammonium fluoride salt [F-].C(CCC)[N+](CCCC)(CCCC)CCCC